(E)-(1-(2-(5-cyclopropyl-3-(3,5-dichloropyridin-4-yl)isoxazol-4-yl)vinyl)-2-oxabicyclo[2.2.2]octan-4-yl)methanol C1(CC1)C1=C(C(=NO1)C1=C(C=NC=C1Cl)Cl)/C=C/C12OCC(CC1)(CC2)CO